C(C1=CC=CC=C1)N1N=C(C=C1C=1C=C2CN(C(C2=CC1)=O)N1C(CCCC1=O)=O)OC (5-(1-benzyl-3-methoxy-1H-pyrazol-5-yl)-1-oxoisoindolin-2-yl)piperidine-2,6-dione